4-iodo-2-(methyl-d3)-1-((2-(trimethylsilyl)ethoxy)methyl)-1,2-dihydro-3H-pyrazol-3-one IC=1C(N(N(C1)COCC[Si](C)(C)C)C([2H])([2H])[2H])=O